N1C=C(C2=CC=CC=C12)\C=N\NC(=O)C1=CN(C2=CC=CC=C2C1=O)C (E)-N'-((1H-indol-3-yl)methylene)-1-methyl-4-oxo-1,4-dihydroquinoline-3-carbohydrazide